4-hydroxy-3-propoxy-1-propenyl-benzene OC1=C(C=C(C=C1)C=CC)OCCC